N=1C=CN2C(=NC=CC21)N imidazo[1,2-C]pyrimidine-5-amine